(6-chloro-5-(cyclobut-1-en-1-yl)-1-(tetrahydro-2H-pyran-2-yl)-1H-indazol-4-yl)boronic acid ClC1=C(C(=C2C=NN(C2=C1)C1OCCCC1)B(O)O)C1=CCC1